C(=O)NC1=CC=C(C=C1)C=1N2C(SC1)=NC(=C2)C(=O)N[C@@H]2C(N(C1=C(OC2)C=CC(=C1)C#CC(C)(C)O)C)=O (S)-3-(4-formamidophenyl)-N-(7-(3-hydroxyl-3-methylbut-1-yn-1-yl)-5-methyl-4-Oxo-2,3,4,5-tetrahydrobenzo[b][1,4]oxazepine-3-yl)imidazo[2,1-b]thiazole-6-carboxamide